C1(CC1)C1=CC=C2C(NC(N(C2=C1)C1=C(C=CC=C1)C)=O)=O 7-cyclopropyl-1-(o-tolyl)quinazolin-2,4(1H,3H)-dione